N-((S)-3-cyclopropyl-1-oxo-1-(((S)-3-oxo-1-((S)-2-oxopyrrolidin-3-yl)-4-(2,3,5,6-tetrafluorophenoxy)butan-2-yl)amino)propan-2-yl)-N-methylbenzofuran-2-carboxamide C1(CC1)C[C@@H](C(N[C@@H](C[C@H]1C(NCC1)=O)C(COC1=C(C(=CC(=C1F)F)F)F)=O)=O)N(C(=O)C=1OC2=C(C1)C=CC=C2)C